BrC=1C=CC(=NC1)C1(CC(C1)O[Si](C)(C)C(C)(C)C)C#N 1-(5-bromopyridin-2-yl)-3-((tert-butyldimethylsilyl)oxy)cyclobutanecarbonitrile